ClC1=C2CCCC(C2=CC(=C1OCC)I)=O 5-chloro-6-ethoxy-7-iodo-3,4-dihydronaphthalen-1(2H)-one